NC1=NC=2C=CC(=CC2C2=C1C=NN2C)C(=O)N(N(C(=O)C=2N=COC2)C)CC2=NC=C(C=C2)C(F)(F)F N'-(4-amino-1-methyl-1H-pyrazolo[4,3-c]quinoline-8-carbonyl)-N-methyl-N'-((5-(trifluoromethyl)pyridin-2-yl)methyl)oxazole-4-carbohydrazide